C12C(C3CC(CC(C1)C3)C2)NC(=O)C=2NC=C(C2)C=2C=NC(=CC2)C N-(adamantan-2-yl)-4-(6-methyl-pyridin-3-yl)-1H-pyrrole-2-carboxamide